C(C)(C)N1C2CC(CC1CC2)N2CCC(CC2)C=2C=C(C=1N(C2)C=C(N1)C1=CC=C(C=C1)S(=O)(=O)C)C 6-(1-(8-isopropyl-8-azabicyclo[3.2.1]octan-3-yl)piperidin-4-yl)-8-methyl-2-(4-(methylsulfonyl)phenyl)imidazo[1,2-a]pyridine